3-(2-methyl-6-(methylsulfonyl)-3-(trichloromethyl)phenyl)-4,5-dihydroisoxazole CC1=C(C(=CC=C1C(Cl)(Cl)Cl)S(=O)(=O)C)C1=NOCC1